tert-butyl (3-(4,4,5,5-tetramethyl-1,3,2-dioxaborolan-2-yl)allyl)carbamate CC1(OB(OC1(C)C)C=CCNC(OC(C)(C)C)=O)C